tert-butyl (2S,5S)-5-(((tert-butyldiphenylsilyl)oxy)methyl)-2-((2-(7-fluoro-1H-indazol-3-yl)propan-2-yl)carbamoyl)morpholine-4-carboxylate [Si](C1=CC=CC=C1)(C1=CC=CC=C1)(C(C)(C)C)OC[C@@H]1CO[C@@H](CN1C(=O)OC(C)(C)C)C(NC(C)(C)C1=NNC2=C(C=CC=C12)F)=O